C(C)OC=1C(=CC2=C(C(OC(=N2)C2=C(C=CC=C2)SC)=O)C1)OC 6-Ethoxy-7-methoxy-2-(2-methylsulfanylphenyl)-3,1-benzoxazin-4-one